4-(bis(4-(diethylamino)phenyl)methyl)-6-hydroxybenzene-1,3-disulfonic acid C(C)N(C1=CC=C(C=C1)C(C1=C(C=C(C(=C1)O)S(=O)(=O)O)S(=O)(=O)O)C1=CC=C(C=C1)N(CC)CC)CC